C(C)(C)(C)C1CCN(CC1)C1=NC(=CC(=C1)NC(=O)C1=CC2=C(S1)C=CC(=C2)C(C)(C)S(=O)(=O)C)Cl N-(2-(4-(tert-Butyl)piperidin-1-yl)-6-chloropyridin-4-yl)-5-(2-(methylsulfonyl)propan-2-yl)benzo[b]thiophen-2-carboxamid